4-(4-pyridylmethyl)aniline N1=CC=C(C=C1)CC1=CC=C(N)C=C1